NC1=C2C(=NC=N1)N(N=C2C2=CC=C(C=C2)OC2=CC=CC=C2)CCN(C(C2=C(C(=C(C(=C2SC)F)F)F)F)=O)C N-(2-(4-amino-3-(4-phenoxyphenyl)-1H-pyrazolo[3,4-d]pyrimidin-1-yl)ethyl)-2,3,4,5-tetrafluoro-N-methyl-6-(methylthio)benzamide